NC1=C(N=CC(=N1)N1CCC2(CC1)[C@@H](C1=C(C=NC=C1)C2)N)SC2=C(C(=NC=C2)N)Cl (S)-1'-(6-amino-5-((2-amino-3-chloropyridin-4-yl)thio)pyrazin-2-yl)-5,7-dihydrospiro[cyclopenta[c]pyridine-6,4'-piperidin]-5-amine